C(C=C)NC(CCCC=C)=O N-allyl-5-hexenamide